N1N=C(C=C1)C1=NN=CO1 5-(1H-pyrazol-3-yl)-1,3,4-oxadiazole